FC1=C(C(=CC2=CC=C(C=C12)OCCC(C)C)O)N1CC(NS1(=O)=O)=O 5-[1-fluoro-3-hydroxy-7-(3-methylbutoxy)naphthalen-2-yl]-1λ6,2,5-thiadiazolidine-1,1,3-trione